C1(CC1)C1=CC=C(C=N1)C1=CC=2C(C(=N1)O[C@H](C)[C@@H]1CC(NC1)=O)=CN(N2)C (4R)-4-[(1R)-1-[6-(6-cyclopropyl-3-pyridyl)-2-methyl-pyrazolo[4,3-c]pyridin-4-yl]oxyethyl]pyrrolidin-2-one